N(=[N+]=[N-])CCCCCOCCOCC 1-azido-5-(2-ethoxyethoxy)pentane